NC(CNCC(COC1=C(C=CC=C1)C)O)C 1-((2-Aminopropyl)amino)-3-(2-methylphenoxy)propane-2-ol